CN(CCC1=CNC2=C(C=CC(=C12)OC(C)=O)C)C acetic acid 3-[2-(dimethylamino) ethyl]-7-methylindol-4-yl ester